The molecule is a bile acid anion that is the conjugate base of 3beta,7alpha-dihydroxy-5beta-cholan-24-oic acid, obtained by deprotonation of the carboxy group. The 3beta-hydroxy epimer of chenodeoxycholate. It is the major microspecies at pH 7.3. It is a conjugate base of a 3beta,7alpha-dihydroxy-5beta-cholan-24-oic acid. C[C@H](CCC(=O)[O-])[C@H]1CC[C@@H]2[C@@]1(CC[C@H]3[C@H]2[C@@H](C[C@H]4[C@@]3(CC[C@@H](C4)O)C)O)C